C(C)(C)(C)C1(N(CCNCCNCCNC1)C(C)(C)C)C(C)(C)C Tri-tert-butyl-1,4,7,10-tetraazacyclododecane